N-phenylaminomethyldimethoxymethylsilane C1(=CC=CC=C1)NC[SiH2]C(OC)OC